FC(CN1N=CC=2C1=NC(=CN2)N(C)CC2CN(CCC2)C(=O)OC(C)(C)C)F tert-butyl 3-(((1-(2,2-difluoroethyl)-1H-pyrazolo[3,4-b]pyrazin-6-yl)(methyl) amino)methyl)piperidine-1-carboxylate